CC1=CC=CC=C1N=O nitrosotoluene